C(CC)[C@@H]1CC(OC1)=O (R)-4-propyl-dihydro-furan-2-one